ethylene tetrasulphate S(=O)(=O)(O)O.S(=O)(=O)(O)O.S(=O)(=O)(O)O.S(=O)(=O)(O)O.C=C